CN(C(=O)OC(C)(C)C)C1=CC=NC=C1.[K] potassium 4-(N-methyl-N-tertbutyl-oxycarbonylamino)-pyridin